C(C)(C)(C)[Si](OCC1C(CCC1)=O)(C)C 2-[[tert-butyl-(dimethyl)silyl]oxymethyl]cyclopentanone